C(C)(C)(C)NS(=O)(=O)C=1C=C(C=CC1)NC(=O)C1=NC=C(N=C1N1CCC(CC1)C1CC1)NC(CO)(C)C N-(3-(N-(tert-butyl)sulfamoyl)phenyl)-3-(4-cyclopropylpiperidin-1-yl)-5-((1-hydroxy-2-methylpropan-2-yl)amino)pyrazine-2-carboxamide